tris(2-formylethyl)phosphine hydrochloride Cl.C(=O)CCP(CCC=O)CCC=O